C(#N)C=1C=C(C=CC1F)S(=O)(=O)Cl 3-cyano-4-fluorobenzene-1-sulfonyl chloride